C(C=C)C1=CC(=C(C(=C1)C=1C(=CC=C(C1)CC=C)O)O)NCC1=CC(=C(C=C1)F)F 5,5'-diallyl-3-((3,4-difluorobenzyl)amino)-[1,1'-biphenyl]-2,2'-diol